(2H-1,3-Benzodioxol-5-yl)-6-methyl-4-[(1-methylcyclopropyl)amino]furo[2,3-d]pyrimidine-5-carboxamide O1COC2=C1C=CC(=C2)C=2N=C(C1=C(N2)OC(=C1C(=O)N)C)NC1(CC1)C